C(C)OC(\C=C\C(NC1=CC(=NC=C1)C=1C=NC=CC1)=O)=O (E)-3-([2,3']Bipyridinyl-4-ylcarbamoyl)-acrylic acid ethyl ester